C1(=CC=CC=C1)N(C=1C2=CC=CC=C2C(=C2C=CC=CC12)N(C=1C=C(C=CC1)C)C1=CC=CC=C1)C=1C=C(C=CC1)C N,N'-diphenyl-N,N'-di(m-tolyl)anthracene-9,10-Diamine